N(=[N+]=[N-])CC1(OC2=C(C1)C=C(C=C2[C@@H](C)N[S@](=O)C(C)(C)C)F)CO[Si](C)(C)C(C)(C)C (R)-N-((1R)-1-(2-(azidomethyl)-2-(((tert-butyldimethylsilyl)oxy)methyl)-5-fluoro-2,3-dihydrobenzofuran-7-yl)ethyl)-2-methylpropane-2-sulfinamide